C(C)(C)(C)OC(=O)N1[C@H](CCCC1)C(=O)NC=1C=CC(=C(C(=O)O)C1)C (R)-5-(1-(tert-butoxycarbonyl)piperidine-2-carboxamido)-2-methyl-benzoic acid